CN(C/C=C/C(=O)N1CCC(CC1)N1C(C=NC=2C=NC(=NC12)NC1=C(C=C(C=C1)N1CCN(CC1)C)OC)=O)C (E)-8-(1-(4-(dimethylamino)-2-butenoyl)-4-piperidinyl)-2-((2-methoxy-4-(4-methyl-1-piperazinyl)phenyl)amino)-7(8H)pteridinone